(3R,4S)-3-fluoro-4-((3-(methylcarbamoyl)-7-(trifluoromethyl)thieno[3,2-b]pyridin-5-yl)oxy)piperidine-1-carboxylic acid tert-butyl ester C(C)(C)(C)OC(=O)N1C[C@H]([C@H](CC1)OC1=CC(=C2C(=N1)C(=CS2)C(NC)=O)C(F)(F)F)F